(+/-)-terpinen-4-ol CC1=CCC(CC1)(C(C)C)O